C([C@H]1[C@H]([C@H]([C@@H](C(O1)O)O)O)O)O L-(-)-Galactose